ClC1=C2C=C(NC2=CC=C1)CN1C(N(C=2N=C(N(C2C1=O)C)C1CN(CCC1)C(=O)OC(C)(C)C)C)=O tert-Butyl 3-(1-((4-chloro-1H-indol-2-yl)methyl)-3,7-dimethyl-2,6-dioxo-2,3,6,7-tetrahydro-1H-purin-8-yl)piperidine-1-carboxylate